NC=1SC=C(N1)CC(=O)NC1=CC=C(C=C1)CCNCC(C1=CC=CC=C1)O 2-(2-aminothiazol-4-yl)-4'-(2-((2-hydroxy-2-phenylethyl)amino)ethyl)acetanilide